1-[[[3-(1-hydroxyethyl)-6-[6-[(6-methylpyridazin-3-yl)amino]benzimidazol-1-yl]-2-pyridinyl]-methylamino]methyl]cyclopropanecarbonitrile OC(C)C=1C(=NC(=CC1)N1C=NC2=C1C=C(C=C2)NC=2N=NC(=CC2)C)N(C)CC2(CC2)C#N